CN1C2=C(C=C1C(=O)O)SC=C2 4-methyl-4H-thieno{3,2-b}pyrrole-5-carboxylic acid